C(C)OC(C(=O)NC1=C(C=CC=C1)OC)=O 2-((2-methoxyphenyl)amino)-2-oxoacetic acid ethyl ester